BrC1=CC(=C(C=C1)CN)[N+](=O)[O-] (4-bromo-2-nitrophenyl)methylamine